C(C)(C)(C)C(C(C(=O)OCC(COC(C(C(C1=CC=CC=C1)C(C)(C)C)(O)C(C)(C)C)=O)(COC(C(C(C1=CC=CC=C1)C(C)(C)C)(O)C(C)(C)C)=O)COC(C(C(C1=CC=CC=C1)C(C)(C)C)(O)C(C)(C)C)=O)(O)C(C)(C)C)C1=CC=CC=C1 pentaerythritol tetra(di-tert-butylhydroxy hydrocinnamate)